3,7,11,15-Tetramethylhexadecane-1,2,3-triol CC(C(CO)O)(CCCC(CCCC(CCCC(C)C)C)C)O